C(#C)C1=CC=C(C=N1)CN1C2CN(CC1C2)C2=CC=C(C=N2)C=2C=1N(C=C(C2)C2=CCN(C=C2)C)N=CC1C#N 4-[6-[6-[(6-ethynyl-3-pyridinyl)methyl]-3,6-diazabicyclo[3.1.1]heptan-3-yl]-3-pyridinyl]-6-(1-methylpyridin-4-yl)pyrazolo[1,5-a]pyridine-3-carbonitrile